BrC1=CC2=C(C(=N1)NC=1C(=C(C(=C(C(=O)NC3CC3)C1)C)F)F)N(C=N2)C(C)C 5-((6-bromo-3-isopropyl-3H-imidazo[4,5-c]pyridin-4-yl)amino)-N-cyclopropyl-3,4-difluoro-2-methylbenzamide